(3-(Hexadecyloxy)-5-(tridecyloxy)phenyl)methanol C(CCCCCCCCCCCCCCC)OC=1C=C(C=C(C1)OCCCCCCCCCCCCC)CO